N1CCC2(CC1)C(=C1C(=CC3=CC=NC3=C1)C2)N spiro[cyclopenta[f]indole-6,4'-piperidin]-7-amine